C1=NC=CC2=C(C=CC=C12)N(C1CCN(CC1)CC(=O)N1[C@@H](CCC1)C#N)C (2S)-1-[2-[4-[5-isoquinolinyl-(methyl)amino]-1-piperidinyl]acetyl]pyrrolidine-2-carbonitrile